((benzene-1,2,3,4,5,6-hexaylhexakis(methylene))hexakis(sulfanediyl))hexakis(nonane-9,1-diyl) hexakis(sulfate) S(=O)(=O)(OCCCCCCCCCSCC1=C(C(=C(C(=C1CSCCCCCCCCCOS(=O)(=O)[O-])CSCCCCCCCCCOS(=O)(=O)[O-])CSCCCCCCCCCOS(=O)(=O)[O-])CSCCCCCCCCCOS(=O)(=O)[O-])CSCCCCCCCCCOS(=O)(=O)[O-])[O-]